(1S,2R)-2-[(5S)-8-Fluoro-5H-imidazo[4,3-a]isoindol-5-yl]cyclohexan-1-ol FC1=CC=C2[C@@H](N3C(C2=C1)=CN=C3)[C@@H]3[C@H](CCCC3)O